C(CCC)C1=NC=CC(=N1)C=O 2-BUTYLPYRIMIDINE-4-CARBALDEHYDE